5'-geranyl-5,7,2',4'-tetrahydroxy-flavone C(\C=C(/C)\CCC=C(C)C)C=1C(=CC(=C(C=2OC3=CC(=CC(=C3C(C2)=O)O)O)C1)O)O